tert-butyl 4-(1H-imidazol-2-ylamino)piperidine-1-carboxylate N1C(=NC=C1)NC1CCN(CC1)C(=O)OC(C)(C)C